NCCC=1C=C(C=CC1)C(=O)N1CCC2=CC(=CC=C12)S(=O)(=O)N1CCN(CC1)C=1SC=C(N1)C(F)(F)F (3-(2-aminoethyl)phenyl)(5-((4-(4-(trifluoromethyl)thiazol-2-yl)piperazin-1-yl)sulfonyl)indolin-1-yl)methanone